FC1=C(C=C(C(=C1O)F)C(F)(F)F)C1=NN(C2=NC(=NC=C21)N2C1(CC1)CN(CC2)C(C)=O)C 1-(4-(3-(2,4-Difluoro-3-hydroxy-5-(trifluoromethyl)phenyl)-1-methyl-1H-pyrazolo[3,4-d]pyrimidin-6-yl)-4,7-diazaspiro[2.5]octan-7-yl)ethan-1-one